2-(((1S,4S)-4-((S)-2-(5-Chloropyridin-2-yl)-2-methylbenzo[d][1,3]dioxol-4-yl)cyclohexyl)(methyl)amino)-4-methoxy-1-(((S)-oxetan-2-yl)methyl)-1H-benzo[d]imidazole-6-carboxylic acid ClC=1C=CC(=NC1)[C@@]1(OC2=C(O1)C=CC=C2C2CCC(CC2)N(C2=NC1=C(N2C[C@H]2OCC2)C=C(C=C1OC)C(=O)O)C)C